OB(CCCCC1(NCC2NCCC21)C(=O)O)O 4-(4-dihydroxyboryl-butyl)octahydropyrrolo[3,4-b]pyrrole-4-carboxylic acid